C/C(/C(=O)[O-])=C/C(=O)[O-].C/C(/C(=O)[O-])=C/C(=O)[O-].C(CCC)[Sn+4]CCCC dibutyltin bis(methylmaleate)